5,5'-sulfonylbis(hexahydro-4,7-ethanoisobenzofuran-1,3-dione) S(=O)(=O)(C1C2C3C(OC(C3C(C1)CC2)=O)=O)C2C1C3C(OC(C3C(C2)CC1)=O)=O